NC=1N=C(C2=C(N1)C=CN(C2)CC2=CC=C(C=C2)CN2CCNCC2)NCCCC 2-amino-4-(butylamino)-6-(4-(piperazin-1-ylmethyl)benzyl)pyrido[4,3-d]pyrimidine